3-p-toluenesulfonyl-acrolein CC1=CC=C(C=C1)S(=O)(=O)C=CC=O